2-[1-(2-cyanophenyl)-1-[1-[2-(dimethylamino)ethyl]pyrazol-4-yl]propan-2-yl]-5-hydroxy-1-methyl-N-(1,2-oxazol-4-yl)-6-oxopyrimidine-4-carboxamide C(#N)C1=C(C=CC=C1)C(C(C)C=1N(C(C(=C(N1)C(=O)NC=1C=NOC1)O)=O)C)C=1C=NN(C1)CCN(C)C